Tert-butyl (4-((4-fluorophenyl)amino)but-2-yn-1-yl)carbamate FC1=CC=C(C=C1)NCC#CCNC(OC(C)(C)C)=O